p-mercaptoterephthalic acid boron [B].SC1(CC=C(C(=O)O)C=C1)C(=O)O